CS(=O)(=O)[O-].C[NH+]1C(CCC1)C 1,2-Dimethylpyrrolidinium methansulfonat